FC=1C=C2C(C(=CN(C2=NC1N1[C@H](CCCC1)CO)C1=C(C=C(C=C1F)F)F)C(=O)NC(C)C(C(F)(F)F)(F)F)=O 6-fluoro-7-[(2R)-2-(hydroxymethyl)piperidin-1-yl]-4-oxo-N-(3,3,4,4,4-pentafluoro-but-2-yl)-1-(2,4,6-trifluorophenyl)-1,4-dihydro-1,8-naphthyridine-3-carboxamide